C(C)(C)(C)OC(=O)N1CC(C1)C(=O)NC1=CC=C(C=N1)C(=O)OC methyl 6-{1-[(tertbutoxy)carbonyl]azetidin-3-amido}pyridine-3-carboxylate